4-chloro-7-(2-methoxy-4,6-dimethyl-phenyl)-1,8-naphthyridin ClC1=CC=NC2=NC(=CC=C12)C1=C(C=C(C=C1C)C)OC